tert-butyl pyrrole-2(1H)-carboxylate N1C(=CC=C1)C(=O)OC(C)(C)C